NC(C[C@H](NC([C@@H](NC([C@@H](NC(OCC1=CC=CC=C1)=O)C)=O)CC(=O)OCC1=CC=CC=C1)=O)C(=O)O)=O (5S,8S,11S)-11-(2-amino-2-oxoethyl)-8-[2-(benzyloxy)-2-oxoethyl]-5-methyl-3,6,9-trioxo-1-phenyl-2-oxa-4,7,10-triazadodecan-12-oic acid